ClC=1C=C(C(=NC1)N1C([C@H](N(C(C1)=O)CC1=CC=C(C=C1)C)C1CC(C1)O)=O)F (R)-1-(5-chloro-3-fluoro-pyridin-2-yl)-3-((1r,3R)-3-hydroxycyclobutyl)-4-(4-methylbenzyl)-piperazine-2,5-dione